4-((8-(8-fluoro-1-methyl-2-oxo-1,2,3,4-tetrahydroquinolin-6-yl)-2,3-dihydro-4H-pyrido[4,3-b][1,4]thiazin-4-yl)sulfonyl)benzonitrile FC=1C=C(C=C2CCC(N(C12)C)=O)C1=CN=CC2=C1SCCN2S(=O)(=O)C2=CC=C(C#N)C=C2